1-((3aS,6aS)-5-(8-((3-methyl-4-((1-methyl-1H-benzo[d][1,2,3]triazol-5-yl)oxy)phenyl)amino)pyrimido[5,4-d]pyrimidin-2-yl)hexahydropyrrolo[3,4-b]pyrrol-1(2H)-yl)prop-2-en-1-one CC=1C=C(C=CC1OC1=CC2=C(N(N=N2)C)C=C1)NC1=NC=NC2=C1N=C(N=C2)N2C[C@H]1N(CC[C@H]1C2)C(C=C)=O